isostearyl heptadecanoate trans-oleyl-heptadecanoate C(CCCCCCC\C=C\CCCCCCCC)OC(CCCCCCCCCCCCCCCC)=O.C(CCCCCCCCCCCCCCCC)(=O)OCCCCCCCCCCCCCCCC(C)C